C(C)(C)(C)OC(=O)NCC1=NOC(C1)(C(=O)OC)CO[Si](C)(C)C(C)(C)C methyl 3-(((tert-butoxycarbonyl)amino)methyl)-5-(((tert-butyldimethylsilyl)oxy)methyl)-4,5-dihydroisoxazole-5-carboxylate